N-(2-(pyridin-4-yl)-1H-pyrrolo[3,2-c]pyridin-6-yl)tetrahydro-2H-pyran-4-carboxamide N1=CC=C(C=C1)C1=CC=2C=NC(=CC2N1)NC(=O)C1CCOCC1